ClC1=CC=C(C(=N1)N)C1=CC=NC=C1 6-chloro-3,4-bipyridin-2-amine